(phenylbenzothienopyrimidinyl)(terphenylyl)indolocarbazole C1(=CC=CC=C1)C1=NC(=NC2=C1SC1=C2C=CC=C1)C=1C(=C2C(=CC1)N=C1C=CC3=C4C=CC=CC4=NC3=C12)C1=C(C=CC=C1)C=1C(=CC=CC1)C1=CC=CC=C1